C(CCCCCCCCCCCCCCC(C)C)(=O)O.C(CCCCCCCCC)(=O)OCCCCCC hexyl decanoate isostearate